CN1N=CC(=C1)C=1OC2=C(N1)C=C(C=C2)B2OC(C(O2)(C)C)(C)C 2-(1-methyl-1H-pyrazol-4-yl)-5-(tetramethyl-1,3,2-dioxaborolan-2-yl)-1,3-benzoxazole